CCCCC/C=C\\C=C\\[C@@H](C/C=C\\C/C=C\\CCCC(=O)O)O The molecule is an 11-HETE in which the chiral centre at position 11 has R-configuration. It is a conjugate acid of an 11(R)-HETE(1-). It is an enantiomer of an 11(S)-HETE.